2-amino-4-hydroxyquinoline-3-carbonitrile NC1=NC2=CC=CC=C2C(=C1C#N)O